CC(C)(C)NC(=O)OCC(CC)OC1=CC2=C(C[C@H](NC([C@@H](N2C)C(C)C)=O)CO)C=C1 2-[(2S,5S)-5-(hydroxymethyl)-2-isopropyl-1-methyl-3-oxo-1,2,3,4,5,6-hexahydro-1,4-benzodiazocin-9-yloxy]butyl 2-methyl-2-propanecarbamate